N(=[N+]=[N-])C1CN(C2=CC=CC=C12)S(=O)(=O)C1=C(C=CC=C1)[N+](=O)[O-] 3-azido-1-(2-nitrobenzenesulfonyl)indoline